The molecule is a primary alpha-hydroxy ketone that is butane-1,2-diol in which the hydroxy group at position 2 has been formally oxidised to give the corresponding ketone. It derives from a butan-2-one and a butane-1,2-diol. CCC(=O)CO